(3aR,4S,5R,6aS)-4-({[dimethyl(2-methyl-2-propanyl)silyl]oxy}methyl)-5-(tetrahydro-2H-pyran-2-yloxy)hexahydro-2H-cyclopenta[b]furan-2-one C[Si](OC[C@H]1[C@@H](C[C@@H]2OC(C[C@@H]21)=O)OC2OCCCC2)(C(C)(C)C)C